1-(4-(2-chloropyrimidin-4-yl)-tetrahydro-2H-pyran-4-yl)-3-(4-fluoro-3-(trifluoromethyl)phenyl)urea ClC1=NC=CC(=N1)C1(CCOCC1)NC(=O)NC1=CC(=C(C=C1)F)C(F)(F)F